(1S)-1-(4-bromo-3-fluoro-phenyl)ethanamine BrC1=C(C=C(C=C1)[C@H](C)N)F